BrC1=C(N)C(=CC(=C1)C(C(F)(F)F)(C(F)(F)F)F)C(F)(F)F 2-bromo-4-(heptafluoropropane-2-yl)-6-(trifluoromethyl)aniline